(S)-5-((1-(3-(4-(5-cyclobutylpyrimidin-2-yl)piperazin-1-yl)-3-oxopropoxy)propan-2-yl)amino)-4-(trifluoromethyl)pyridazin-3(2H)-one C1(CCC1)C=1C=NC(=NC1)N1CCN(CC1)C(CCOC[C@H](C)NC1=C(C(NN=C1)=O)C(F)(F)F)=O